(S)-4,10,11-trimethoxy-1,6,7,9,14,14a-hexahydroisoquinolino[3,2-a][1,2,3]triazolo[4,5-h]isoquinoline COC1=CC=2CCN3[C@H](C2C2=C1N=NN2)CC=2C=CC(=C(C2C3)OC)OC